(6R)-N'-((8-fluoro-1,2,3,5,6,7-hexahydro-s-indacen-4-yl)carbamoyl)-6-((2-fluoroethyl)amino)-6,7-dihydro-5H-pyrazolo[5,1-b][1,3]oxazine-3-sulfonimidamide FC=1C=2CCCC2C(=C2CCCC12)NC(=O)N=S(=O)(N)C=1C=NN2C1OC[C@@H](C2)NCCF